5-((tert-butyldimethylsilyl)oxy)-3-(6-chloro-2-(methylthio)pyrimidin-4-yl)-1-(tetrahydro-2H-pyran-2-yl)-1H-indazole [Si](C)(C)(C(C)(C)C)OC=1C=C2C(=NN(C2=CC1)C1OCCCC1)C1=NC(=NC(=C1)Cl)SC